2,3-dichloro-N-phenylaniline ClC1=C(NC2=CC=CC=C2)C=CC=C1Cl